N1(CCNCC1)C1=CC=C(C=N1)C1C(NC(CC1)=O)=O 3-[6-(PIPERAZIN-1-YL)PYRIDIN-3-YL]PIPERIDINE-2,6-DIONE